(1R,2R)-N-(6-((S)-1-cyanospiro[2.2]pentan-1-yl)isoquinolin-3-yl)-2-(1-methyl-1H-pyrazol-4-yl)cyclopropane-1-carboxamide C(#N)[C@]1(CC12CC2)C=2C=C1C=C(N=CC1=CC2)NC(=O)[C@H]2[C@@H](C2)C=2C=NN(C2)C